FC(C1=NN(C=C1NC(=O)C1=NC(=CC=C1)C1=NNC=C1)C1CN(C1)C1CCN(CC1)C(C(C)C)=O)F N-(3-(difluoromethyl)-1-(1-(1-isobutyrylpiperidin-4-yl)azetidin-3-yl)-1H-pyrazol-4-yl)-6-(1H-pyrazol-3-yl)-2-pyridineamide